C(C)C(COC(=O)C=1C(=CC=CC1)C(=O)O)CCCC 1,2-benzenedicarboxylic acid mono(2-ethylhexyl) ester